C1(CCCCC1)N1C=NC(=C1C1=CC=C(O1)C(=O)NC1=C(C=CC=C1C)C)C1=CC=C(C=C1)F 5-(1-cyclohexyl-4-(4-fluorophenyl)-1H-imidazol-5-yl)-N-(2,6-dimethylphenyl)furan-2-carboxamide